FC1=CC=C(OC=2C=CC(=NC2)C(C(=O)N)(C)N2CC(N(CC2)C(=O)C2CCS(CC2)(=O)=N)(C)C)C=C1 (5-(4-fluorophenoxy)pyridin-2-yl)-2-(4-((1R,4s)-1-imino-1-oxidohexahydro-1λ6-thiopyran-4-carbonyl)-3,3-dimethyl-piperazin-1-yl)propanamide